NC=1N=NC(=CC1C=1C=NN(C1)C1CC(C1)C(=O)O)C1=C(C=CC=C1)O (1r,3r)-3-(4-(3-amino-6-(2-hydroxyphenyl)pyridazin-4-yl)-1H-pyrazol-1-yl)cyclobutane-1-carboxylic acid